E,E-farnesyl pyrophosphate O(P([O-])(=O)OP(=O)([O-])[O-])C\C=C(/C)\CC\C=C(/C)\CCC=C(C)C